5-Amino-3-[4-[2-[[3-(2,2-dimethylpropyl)isoxazol-5-yl]amino]-1-methyl-2-oxo-ethyl]phenyl]-1-[2,2,2-trideuterio-1-(trideuteriomethyl)ethyl]pyrazole-4-carboxamide NC1=C(C(=NN1C(C([2H])([2H])[2H])C([2H])([2H])[2H])C1=CC=C(C=C1)C(C(=O)NC1=CC(=NO1)CC(C)(C)C)C)C(=O)N